(3R,5S)-5-methyl-1-(2-(6-(trifluoromethyl)imidazo[1,2-a]pyridin-3-yl)pyrimidin-4-yl)piperidine-3-carboxamide C[C@H]1C[C@H](CN(C1)C1=NC(=NC=C1)C1=CN=C2N1C=C(C=C2)C(F)(F)F)C(=O)N